1,1,1,3,3,3-Hexafluoropropan-2-yl (±)-1-((6-(trifluoromethyl)pyridin-3-yl)carbamoyl)-6-azaspiro[2.5]octan-6-carboxylat FC(C1=CC=C(C=N1)NC(=O)[C@@H]1CC12CCN(CC2)C(=O)OC(C(F)(F)F)C(F)(F)F)(F)F |r|